C[C@H](CCC(C(C)C)O)[C@H]1CC[C@@H]2[C@@]1([C@H](C[C@H]3[C@H]2[C@@H](CC4=CC(=O)CC[C@]34C)O)O)C The molecule is a 7alpha-hydroxy steroid, a 12alpha-hydroxy steroid, a 24-hydroxy steroid and a 3-oxo-Delta(4) steroid. It has a role as a bile acid metabolite.